NC([C@H](C)N(C1=NC=2N(C(=C1)N1CCC(CC1)(C(=O)N)C)N=C(C2C2=CC=C(C=C2)Cl)C2=C(C=CC=C2)Cl)C)=O 1-[5-[[(1S)-2-amino-1-methyl-2-oxo-ethyl]-methyl-amino]-2-(2-chlorophenyl)-3-(4-chlorophenyl)pyrazolo[1,5-a]pyrimidin-7-yl]-4-methyl-piperidine-4-carboxamide